C(OC)(=S)[S-].[Na+] sodium O-methyl carbonodithioate